CC(C)C(CC)C(C(C(C(=O)[O-])(C(C(C)C)CC)C(C(C)C)CC)(O)C(=O)[O-])C(=O)[O-] Tri(2-methyl-3-pentyl)citrat